5-(5-((6-fluoro-3-methyl-4-oxo-4,5-dihydropyrazolo[1,5-a]quinoxalin-7-yl)methyl)-5,6-dihydro-4H-pyrrolo[3,4-d]oxazol-2-yl)-N-methylpicolinamide FC1=C2NC(C=3N(C2=CC=C1CN1CC=2N=C(OC2C1)C=1C=CC(=NC1)C(=O)NC)N=CC3C)=O